2-cyclopropyl-7-(dimethylamino)-4-{3-[(4-methyl-1,3-oxazol-2-yl)amino]phenyl}-[1,3]thiazolo[4,5-d]pyrimidin-5-one C1(CC1)C=1SC2=C(N(C(N=C2N(C)C)=O)C2=CC(=CC=C2)NC=2OC=C(N2)C)N1